tert-butyl (3R)-3-(3-chloro-5-methyl-5,6-dihydro-7H-pyrrolo[2,3-c]pyridazin-7-yl)piperidine-1-carboxylate ClC1=CC2=C(N=N1)N(CC2C)[C@H]2CN(CCC2)C(=O)OC(C)(C)C